Ferrocene Palladium [Pd].[CH-]1C=CC=C1.[CH-]1C=CC=C1.[Fe+2]